COC=1C=C(C=CC1OC)/C=C/CCO (3E)-4-(3,4-dimethoxyphenyl)-3-buten-1-ol